(5ar,6s,7s,8r,8as)-7-((dimethylamino)methyl)-5a-(4-(3-hydroxyazetidin-1-yl)phenyl)-1,3-dimethoxy-6-phenyl-5a,6,7,8-tetrahydro-8aH-cyclopenta[4,5]furo[3,2-c]pyridine-8,8a-diol CN(C)C[C@@H]1[C@H]([C@]2([C@](C=3C(=NC(=CC3O2)OC)OC)([C@@H]1O)O)C1=CC=C(C=C1)N1CC(C1)O)C1=CC=CC=C1